4-(2,3-dihydroxypropoxy)-1-[(2-hydroxyethyl)amino]-2-nitrobenzene OC(COC1=CC(=C(C=C1)NCCO)[N+](=O)[O-])CO